(2-methylbutyl)(propyl)amine CC(CNCCC)CC